NCCC(=O)N1CCN(CC1)C1=NC=C(C=N1)C(F)(F)F 3-Amino-1-[4-[5-(trifluoromethyl)pyrimidin-2-yl]piperazin-1-yl]propan-1-one